1-(1'-(cyclopropylmethyl)-4-methyl-1-phenyl-1h,1'h-[3,4'-bipyrazole]-5-yl)-3-((3s,4r)-4-(3,4-difluorophenyl)-1-(2-methoxyethyl)pyrrolidin-3-yl)urea C1(CC1)CN1N=CC(=C1)C1=NN(C(=C1C)NC(=O)N[C@@H]1CN(C[C@H]1C1=CC(=C(C=C1)F)F)CCOC)C1=CC=CC=C1